C1(CC1)CN1CC[C@@]23CCN(CC[C@@H]2[C@H]1CC1=CC=CC=C13)CCC1=CC=CC=C1 (5aS,6R,11bS)-14-(cyclopropylmethyl)-3-phenethyl-2,3,4,5,6,7-hexahydro-6,11b-(epiminoethano)naphtho[1,2-d]azepine